S(=O)(=O)=C1OC(=CC1)[N+](=O)[O-] sulfonyl-5-nitrofuran